2-amino-4,6-bis(trifluoromethyl)benzoic acid NC1=C(C(=O)O)C(=CC(=C1)C(F)(F)F)C(F)(F)F